(2S,4R)-1-[(2S)-3,3-dimethyl-2-[4-[(3-methylsulfonylphenoxy)methyl]triazol-1-yl]butanoyl]-4-hydroxy-N-methyl-pyrrolidine-2-carboxamide CC([C@@H](C(=O)N1[C@@H](C[C@H](C1)O)C(=O)NC)N1N=NC(=C1)COC1=CC(=CC=C1)S(=O)(=O)C)(C)C